C(C)(C)(C)OC(C(C)(C)OC=1C=C(C=CC1Cl)N1C[C@@H](CCC1)C(=O)OCC)=O ethyl (R)-1-(3-((1-(tert-butoxy)-2-methyl-1-oxopropan-2-yl)oxy)-4-chlorophenyl)piperidine-3-carboxylate